(5S,8S,11S)-Methyl 5-((R)-1-(tert-butoxy)ethyl)-8-isobutyl-3,6,9-trioxo-11-(((S)-2-oxopyrrolidin-3-yl)methyl)-1-phenyl-2-oxa-4,7,10-triazadodecan-12-oate C(C)(C)(C)O[C@H](C)[C@H](NC(OCC1=CC=CC=C1)=O)C(N[C@H](C(N[C@H](C(=O)OC)C[C@H]1C(NCC1)=O)=O)CC(C)C)=O